(R)-1'-(2-(5-Amino-3-(1,5-dimethyl-1H-pyrrol-2-yl)-1H-pyrazol-1-yl)acetyl)-6-chloro-5-fluorospiro[benzo[d][1,3]oxazine-4,3'-pyrrolidin]-2(1H)-one NC1=CC(=NN1CC(=O)N1C[C@@]2(CC1)C1=C(NC(O2)=O)C=CC(=C1F)Cl)C=1N(C(=CC1)C)C